OC1=C(C=NNC(=O)C=2N=NNC2)C=CC(=C1)C(F)(F)F (2-hydroxy-4-(trifluoromethyl)benzylidene)-1H-1,2,3-triazole-4-carbohydrazide